1,2,3,3a,4,5,6,6a-octahydrocyclopenta[c]pyrrol-5-ol hydrochloride Cl.C1NCC2C1CC(C2)O